ClC1=CC(=NC(=C1)C=1N[C@@H]([C@H](N1)C1=CC=CC=C1)C1=CC=CC=C1)C=1N[C@H]([C@@H](N1)C1=CC=CC=C1)C1=CC=CC=C1 4-chloro-2-[(4S,5S)-4,5-diphenyl-4,5-dihydro-1H-imidazol-2-yl]-6-[(4R,5R)-4,5-diphenyl-4,5-dihydro-1H-imidazol-2-yl]pyridine